methylene-2,6-xylidine C=NC=1C(=CC=CC1C)C